B(=O)C1C(C1)C=1C(=C(C(=O)O)C(=CC1)OC1CN(C1)C([C@H]1NCC(C1)O)=O)O 3-[2-Boranoyl-cyclopropyl]-2-hydroxy-6-({1-[4-hydroxy-L-prolyl]azetidin-3-yl}oxy)benzoic acid